4-(4-fluoro-3-(4-oxido-1-(5-(n-propyl)pyrimidin-2-yl)-1,4-azaphosphinan-4-yl)benzyl)phthalazin-1(2H)-one FC1=C(C=C(CC2=NNC(C3=CC=CC=C23)=O)C=C1)P1(CCN(CC1)C1=NC=C(C=N1)CCC)=O